FC1=CC=C(C=C1)N1N=CC2=C1C=C1CCN(C[C@]1(C2)C(=O)C2=NC=CC(=C2)C)S(=O)(=O)C2=NN(C=C2)C (R)-(1-(4-fluorophenyl)-6-((1-methyl-1H-pyrazol-3-yl)sulfonyl)-4,4a,5,6,7,8-hexahydro-1H-pyrazolo[3,4-g]isoquinolin-4a-yl)(4-methylpyridin-2-yl)methanone